BrC1=CC=C2COC(C2=C1Cl)=O 6-bromo-7-chloroisobenzofuran-1(3H)-one